Cl.C(C)N(C1=CC=CC=C1)CC diethyl-aniline hydrochloride